NC1=CC=C(C(C)(C)C2=CC(=CC=C2)C(C2=CC=C(C=C2)N)(C)C)C=C1 1,3-bis(4-amino-α,alpha-dimethylbenzyl)benzene